terbium N-hydroxysuccinimide ON1C(CCC1=O)=O.[Tb]